COC1=CC=C(C=C1)C(OC[C@]1([C@H]([C@@H]([C@@H](O1)N1C(NC(C(=C1)F)=O)=O)F)O[Si](C)(C)C(C)(C)C)CO)(C1=CC=CC=C1)C1=CC=C(C=C1)OC 1-((2R,3S,4R,5S)-5-((bis(4-methoxyphenyl)(phenyl)methoxy)methyl)-4-((tert-butyldimethylsilyl)oxy)-3-fluoro-5-(hydroxymethyl)tetrahydrofuran-2-yl)-5-fluoropyrimidine-2,4(1H,3H)-dione